C1(CC1)[C@@H](C)O (R)-1-cyclopropylethan-1-ol